FC=1C=C(C=CC1C1(CC(=C(C2=CC=CC=C12)N)\N=N\[H])S(=O)(=O)O)C1=CC(=C(C=C1)C1(CC(=C(C2=CC=CC=C12)N)\N=N\[H])S(=O)(=O)O)F 1,1'-(3,3'-difluoro[1,1'-biphenyl]-4,4'-diyl)bis{4-amino-3-[(E)-diazenyl]naphthalene-1-sulfonic acid}